FC1=C(C=CC(=C1)F)[C@@](CN1N=CN=C1)([C@@H](C)OCC#C)O (2R,3R)-2-(2,4-difluorophenyl)-3-(prop-2-yn-1-yloxy)-1-(1H-1,2,4-triazole-1-yl)-butane-2-ol